C1(=CC=CC=C1)C1[C@H](C1)C1=C(C(=O)N)C=CC=C1NC1=NC=C(C=C1)C1=CC=CC=C1 ((S)-2-phenylcyclopropyl)-3-[(5-phenylpyridin-2-yl)amino]benzamide